C=1N=C(N2C1CNCC2)N2CCOCC2 4-(5,6,7,8-tetrahydroimidazo[1,5-a]pyrazin-3-yl)morpholine